C(#N)CC1=CNC2=CC=C(C=C12)NC(OC(C)(C)C)=O Tert-butyl (3-(cyanomethyl)-1H-indol-5-yl)carbamate